9-(2-((4-(6-((4-hydroxy-1-(3-phenylbutanoyl)piperidin-4-yl)methyl)-2-methyl-7-oxo-6,7-dihydro-2H-pyrazolo[4,3-d]pyrimidin-3-yl)benzyl)amino)acetamido)nonanamide OC1(CCN(CC1)C(CC(C)C1=CC=CC=C1)=O)CN1C=NC=2C(C1=O)=NN(C2C2=CC=C(CNCC(=O)NCCCCCCCCC(=O)N)C=C2)C